tris{2-(2-methoxyethoxy)ethyl}amine COCCOCCN(CCOCCOC)CCOCCOC